(6-methoxy-2-(2-(methoxymethyl)-7-methylquinoxalin-5-yl)benzo[d]thiazol-4-yl)methanol COC1=CC2=C(N=C(S2)C2=C3N=CC(=NC3=CC(=C2)C)COC)C(=C1)CO